(3R)-3-amino-7-(5-tert-butyl-6-methyl-3-pyridyl)-5-[(4-chlorophenyl)methyl]-8-fluoro-1,1-dioxo-2,3-dihydro-1λ6,5-benzothiazepin-4-one N[C@H]1CS(C2=C(N(C1=O)CC1=CC=C(C=C1)Cl)C=C(C(=C2)F)C=2C=NC(=C(C2)C(C)(C)C)C)(=O)=O